N-(1-cyclopropylpiperidin-4-yl)-2-{3-[(4-methanesulfonyl-2-methoxyphenyl)amino]prop-1-yn-1-yl}-1-(2,2,2-trifluoroethyl)-1H-indol-4-amine C1(CC1)N1CCC(CC1)NC=1C=2C=C(N(C2C=CC1)CC(F)(F)F)C#CCNC1=C(C=C(C=C1)S(=O)(=O)C)OC